glucose ammonium salt [NH4+].O=C[C@H](O)[C@@H](O)[C@H](O)[C@H](O)CO